[Cl-].COC([C@@H](C(C)C)[NH3+])=O (2R)-1-methoxy-3-methyl-1-oxobutan-2-aminium chloride